8-hydroxy-N,N-bis(4-methoxybenzyl)octane-1-sulfonamide OCCCCCCCCS(=O)(=O)N(CC1=CC=C(C=C1)OC)CC1=CC=C(C=C1)OC